tert-butyl 4-[6-(3-hydroxycyclopentyl)pyrazolo[1,5-a]pyridin-3-yl]piperazine-1-carboxylate OC1CC(CC1)C=1C=CC=2N(C1)N=CC2N2CCN(CC2)C(=O)OC(C)(C)C